FC=1C=C(C=CC1F)NC1(CCN(CC1)C(=O)OC(C)(C)C)C\C=C\C(=O)OCC tert-butyl (E)-4-((3,4-difluorophenyl)amino)-4-(4-ethoxy-4-oxobut-2-en-1-yl)piperidine-1-carboxylate